C(CCOC1=CC2=C([Se]C(=C2)C(CCC(=O)NO)=O)C=C1OC)OC1=CC2=C([Se]C(=C2)C(CCC(=O)NO)=O)C=C1OC 4,4'-((propane-1,3-diylbis(oxy))bis(6-methoxybenzo[b]selenophene-5,2-diyl))bis(N-hydroxy-4-oxobutanamide)